2-(4-(8-fluoro-7-(8-fluoronaphthalen-1-yl)-2-((tetrahydro-1H-pyrrolizin-7a(5H)-yl)methoxy)pyrido[4,3-d]pyrimidin-4-yl)piperazin-1-yl)nicotinonitrile FC1=C(N=CC2=C1N=C(N=C2N2CCN(CC2)C2=C(C#N)C=CC=N2)OCC21CCCN1CCC2)C2=CC=CC1=CC=CC(=C21)F